FC=1C=CC(=C(C1)[C@@H](N1C(C2=CC(=CC=C2C1)C1=CC=C(C=C1)N1CCN(CC1)C1CCN(CC1)C)=O)C=1NC2=CC=CC=C2C1)O (R)-2-((5-fluoro-2-hydroxyphenyl)(1H-indol-2-yl)methyl)-6-(4-(4-(1-methylpiperidin-4-yl)piperazin-1-yl)phenyl)isoindolin-1-one